FC1=C(C=CC(=C1)C(F)(F)F)[C@@H]1[C@H](C1)C=1C=2N(N=C(C1)C=1C(NC(NC1)=O)=O)C=CN2 5-(8-((1S,2S)-2-(2-fluoro-4-(trifluoromethyl)phenyl)cyclopropyl)imidazo[1,2-b]pyridazin-6-yl)pyrimidine-2,4(1H,3H)-dione